Tri(3-hexyl)citrat CCC(CCC)C(C(C(C(=O)[O-])(C(CC)CCC)C(CC)CCC)(O)C(=O)[O-])C(=O)[O-]